1-(3-(1-tetrahydropyrrolyl)-1H-indenyl)-1,1-diisopropyl-silane N1(CCCC1)C1=CC(C2=CC=CC=C12)[SiH](C(C)C)C(C)C